1,6-dihydropyridazin N1N=CC=CC1